methyl (3E)-2-chloro-3-(methoxycarbonylhydrazono)pentanoate ClC(C(=O)OC)/C(/CC)=N/NC(=O)OC